(5-{3-[(2-chlorobenzyl)oxy]benzylidene}-4-oxo-2-thioxo-1,3-thiazolidin-3-yl)acetic acid ClC1=C(COC=2C=C(C=C3C(N(C(S3)=S)CC(=O)O)=O)C=CC2)C=CC=C1